2-ethyl-3-phenylpropanol C(C)C(CO)CC1=CC=CC=C1